tert-butyl (3S)-3-{[4-({3-methyl-4-[(1-methyl-1,3-benzodiazol-5-yl)oxy]phenyl}amino)quinazolin-6-yl]oxy}pyrrolidine-1-carboxylate CC=1C=C(C=CC1OC1=CC2=C(N(C=N2)C)C=C1)NC1=NC=NC2=CC=C(C=C12)O[C@@H]1CN(CC1)C(=O)OC(C)(C)C